5-(3-((4-(5-(tert-butyl)-1,2,4-oxadiazol-3-yl)-3-methylpiperazin-1-yl)methyl)-5-chloro-2-(trifluoromethyl)phenyl)-2-methyl-6,7-dihydrothiazolo[5,4-c]pyridin-4(5H)-one C(C)(C)(C)C1=NC(=NO1)N1C(CN(CC1)CC=1C(=C(C=C(C1)Cl)N1C(C2=C(CC1)N=C(S2)C)=O)C(F)(F)F)C